(4-(1-(7-(dimethylamino)-5-methyl-[1,2,4]triazolo[1,5-a]pyrimidin-6-yl)ethyl)phenyl)(imino)(methyl)-λ6-sulfanone CN(C1=C(C(=NC=2N1N=CN2)C)C(C)C2=CC=C(C=C2)S(=O)(C)=N)C